BrC1=C(C=C(C2=C1N(C(=N2)C)CC(CN(C(OCC2=CC=CC=C2)=O)C)OC)F)F benzyl N-[3-(7-bromo-4,6-difluoro-2-methyl-benzimidazol-1-yl)-2-methoxy-propyl]-N-methyl-carbamate